thiocarbamoyl-pyrrolidine-carboxamide C(N)(=S)C1N(CCC1)C(=O)N